4-bromo-7-[2,4-difluoro-6-(2-methoxyethoxy)phenyl]-6-[(6R)-6-methyl-4,5,6,7-tetrahydropyrazolo[1,5-a]pyrazin-2-yl]thieno[3,2-c]pyridine BrC1=NC(=C(C2=C1C=CS2)C2=C(C=C(C=C2OCCOC)F)F)C2=NN1C(CN[C@@H](C1)C)=C2